6-N-(2-amino-2-phenylethyl)-4-N-tert-butyl-1-methylpyrazolo[3,4-d]pyrimidine-4,6-diamine NC(CNC1=NC(=C2C(=N1)N(N=C2)C)NC(C)(C)C)C2=CC=CC=C2